6-Methyl-3-(3-(8-oxa-2-azaspiro[4.5]dec-2-ylmethyl)phenyl)-1H-pyrrolo[2,3-c]pyridin-7(6H)-one CN1C(C2=C(C=C1)C(=CN2)C2=CC(=CC=C2)CN2CC1(CC2)CCOCC1)=O